(((5-chloro-6-fluoro-1-((2-(trimethylsilyl)ethoxy)methyl)-1H-pyrrolo[3,2-b]pyridin-2-yl)methyl)amino)-1-(4-fluorobenzyl)pyrrolidin-2-one ClC1=C(C=C2C(=N1)C=C(N2COCC[Si](C)(C)C)CNC2C(N(CC2)CC2=CC=C(C=C2)F)=O)F